COC(C1=C(C=C(C=C1OC)N1C(CCC1C)C)O)=O 4-(2,5-Dimethylpyrrolidin-1-yl)-2-hydroxy-6-methoxy-benzoic acid methyl ester